COC1=NC=NC2=CC=C(C=C12)C1(CN(C1)C(=O)OC(C)(C)C)CC=O tert-Butyl 3-(4-methoxyquinazolin-6-yl)-3-(2-oxoethyl)azetidine-1-carboxylate